N-(4-(3-((3,5-dichlorophenethyl)amino)-2-hydroxypropoxy)phenyl)-N-methylmethanesulfonamide ClC=1C=C(CCNCC(COC2=CC=C(C=C2)N(S(=O)(=O)C)C)O)C=C(C1)Cl